tert-Butyl (5-(bromomethyl)-2-methoxybenzyl)(3-(((tert-butyldiphenylsilyl)oxy)methyl)phenyl)carbamate BrCC=1C=CC(=C(CN(C(OC(C)(C)C)=O)C2=CC(=CC=C2)CO[Si](C2=CC=CC=C2)(C2=CC=CC=C2)C(C)(C)C)C1)OC